C(#N)C=1C=CC(=C(C1)C1=C(C=NC(=C1)C)C(=O)NC1=NN2C(=NC(=CC2=O)C2=CC=NC=C2)S1)OC 4-(5-cyano-2-methoxyphenyl)-6-methyl-N-[5-oxo-7-(pyridin-4-yl)-[1,3,4]thiadiazolo[3,2-a]pyrimidin-2-yl]pyridine-3-carboxamide